4-((2-(1H-pyrazol-4-yl)ethyl)amino)-5,6-dimethyl-N-((3-phenyloxetan-3-yl)methyl)pyrimidine-2-carboxamide N1N=CC(=C1)CCNC1=NC(=NC(=C1C)C)C(=O)NCC1(COC1)C1=CC=CC=C1